7,7-difluoro-1,2,3,3a,4,5,6,7a-octahydroisoindole FC1(CCCC2CNCC12)F